C(#N)CC1(CCN(CC1)CC1=CC=C(C=C1)N1N=CC=C1)N1N=C(C(=C1)C(=O)N)NC(=O)C1CC1 1-[4-(cyanomethyl)-1-[(4-pyrazol-1-ylphenyl)methyl]-4-piperidyl]-3-(cyclopropanecarbonylamino)pyrazole-4-carboxamide